N-benzyl-3-[8-(4,4-difluoropiperidin-1-yl)-1,5-naphthyridin-2-yl]benzene-1-sulfonamide C(C1=CC=CC=C1)NS(=O)(=O)C1=CC(=CC=C1)C1=NC2=C(C=CN=C2C=C1)N1CCC(CC1)(F)F